COC1=C(C=CC=C1)N1C(C2=C(C(=C1)C)N(C=C2C(=O)NC2=CC=CC=C2)C)=O 5-(2-methoxyphenyl)-1,7-dimethyl-4-oxo-N-phenyl-4,5-dihydro-1H-pyrrolo[3,2-c]pyridine-3-carboxamide